C(CCCCC)C=1C=C2C=C(C(OC2=CC1OC(C)=O)=O)C=1N=C(SC1)C Acetic acid 6-hexyl-3-(2-methyl-thiazol-4-yl)-2-oxo-2H-chromen-7-yl ester